C(#N)/C(/C(=O)NC1=CC=C(C=C1)S(=O)(=O)NC=1N=CC(=NC1OC)CCCNC(CCCCNC1=C2CN(C(C2=CC=C1)=O)C1C(NC(CC1)=O)=O)=O)=C\C=1SC(=CC1)[N+](=O)[O-] (E)-N-(3-(5-((4-(2-cyano-3-(5-nitrothiophen-2-yl)acrylamido)phenyl)sulfonamido)-6-methoxypyrazin-2-yl)propyl)-5-((2-(2,6-dioxopiperidin-3-yl)-1-oxoisoindolin-4-yl)amino)pentanamide